C=1NC=CC=CN1 2,7-diazepine